C(C)(C)(C)C1=CC(CC(C1)=CC1=CC=C(C=C1)C(C)(C)C)C(C)(C)C 2,6-di-tert-butyl-4-(4-tert-butylbenzylidene)cyclohexen